2-[bis(2-fluorophenyl)(hydroxy)methyl]-3-ethyl-N-(1-ethyl-1H-1,2,4-triazol-3-yl)-7-methoxyimidazo[1,2-a]pyridine-6-carboxamide FC1=C(C=CC=C1)C(C=1N=C2N(C=C(C(=C2)OC)C(=O)NC2=NN(C=N2)CC)C1CC)(O)C1=C(C=CC=C1)F